C(C)(C)(C)OC(N[C@H](C(=O)NC1=CC=C(C=C1)C1=CC(=C(C=C1)Cl)Cl)CC)=O (S)-(1-((3',4'-dichloro-[1,1'-biphenyl]-4-yl)amino)-1-oxobutan-2-yl)carbamic acid tert-butyl ester